ClC=1C=C2C(=NC(=NC2=C(C1C1=CC(=CC2=CC=CC=C12)OCOC)F)OCC1(CC1)CN(C)C)OCC1=CC=C(C=C1)OC 1-(1-(((6-chloro-8-fluoro-4-((4-methoxybenzyl)oxy)-7-(3-(methoxymethoxy)naphthalen-1-yl)quinazolin-2-yl)oxy)methyl)cyclopropyl)-N,N-dimethylmethanamine